(1-(2,4,6-trimethylanilino)ethyl)-6-(1-(2,4-bis-benzhydryl-6-cyclohexylanilino)ethyl)pyridinium cobalt chloride [Co](Cl)Cl.CC1=C(NC(C)[N+]2=CC=CC=C2C(C)NC2=C(C=C(C=C2C2CCCCC2)C(C2=CC=CC=C2)C2=CC=CC=C2)C(C2=CC=CC=C2)C2=CC=CC=C2)C(=CC(=C1)C)C